C(C)OC(=O)C1=CC=2C3=C(C(=NC2C=C1Cl)N)COC3.C[Si](OCC)(OCC)C Di-methyl-Di-EthoxySilane ethyl-4-amino-7-chloro-1,3-dihydrofuro[3,4-c]quinoline-8-carboxylate